3-NITROCINNAMALDEHYDE [N+](=O)([O-])C=1C=C(C=CC=O)C=CC1